FC(C=1C=CC(=NC1)NC1CCN(CC1)S(=O)(=O)C1=CC=C(C=C1)C=1C=C2C(=NC1)OC(=N2)N)(F)F 6-(4-((4-((5-(Trifluoromethyl)pyridin-2-yl)amino)piperidin-1-yl)sulfonyl)phenyl)oxazolo[5,4-b]pyridin-2-amine